sodium 5-difluoromethoxy-2-[[(3,4-dimethoxy-2-pyridyl)-methyl]sulfinyl]-1H-benzimidazole monohydrate O.FC(OC1=CC2=C(NC(=N2)S(=O)CC2=NC=CC(=C2OC)OC)C=C1)F.[Na]